ClC=1C(=NC(=NC1)NC1=C2CN(C(C2=CC=C1)=O)C)C1=CC2=C(N=C3N2CCCN3C)C(=C1)F 4-((5-chloro-4-(9-fluoro-1-methyl-1,2,3,4-tetrahydrobenzo[4,5]imidazo[1,2-a]pyrimidin-7-yl)pyrimidin-2-yl)amino)-2-methylisoindolin-1-one